((2S,3R,4R)-4-(3,4-Dimethoxybenzyl)-2-(3,4-dimethoxyphenyl)tetrahydrofuran-3-yl)methyl-2-methylbut-2-enoate COC=1C=C(C[C@@H]2[C@@H]([C@H](OC2)C2=CC(=C(C=C2)OC)OC)COC(C(=CC)C)=O)C=CC1OC